FC(OC1=CC=C(C=C1)C1=NC=C(C(=N1)C)C(=O)NC1=CC(=CC=C1)C(CC)(F)F)F 2-[4-(difluoromethoxy)phenyl]-N-[3-(1,1-difluoropropyl)phenyl]-4-methyl-pyrimidine-5-carboxamide